3-(2-(5-(3-bromobenzylidene)-3-(2,4-dimethylphenyl)-4-oxothiazolidin-2-ylidene)hydrazono)-5-fluoro-1H-indol-2-one BrC=1C=C(C=C2C(N(C(S2)=NN=C2C(NC3=CC=C(C=C23)F)=O)C2=C(C=C(C=C2)C)C)=O)C=CC1